CC(C(CCCCCCCCCCC)OC(C(C)C1=CC=CC=C1)CCCCCCCCCCC)C1=CC=CC=C1 (1E)-2-methyl-1-undec-1-yl-2-phenylethyl ether